2,2'-(Naphthalene-1,4-diylbis(((4-methoxyphenyl)sulfonyl)azanediyl))diacetic acid COC1=CC=C(C=C1)S(=O)(=O)N(CC(=O)O)C2=CC=C(C3=CC=CC=C32)N(CC(=O)O)S(=O)(=O)C4=CC=C(C=C4)OC